1-chloro-2,3-bis(dicyclohexylamino)cycloprop-2-en-1-ylium chloride [Cl-].Cl[C+]1C(=C1N(C1CCCCC1)C1CCCCC1)N(C1CCCCC1)C1CCCCC1